FC(C(CC(=O)N1CCC(CC1)(O)CN1C=NC=2C(C1=O)=NN(C2C2=CC=C1C(=CCC1=C2)C)C)N2N=C(C=C2)F)F 6-((1-(4,4-difluoro-3-(3-fluoro-1H-pyrazol-1-yl)butyryl)-4-hydroxypiperidin-4-yl)methyl)-2-methyl-3-(3-methyl-1H-inden-6-yl)-2H-pyrazolo[4,3-d]pyrimidin-7(6H)-one